C[C@@H](C(=O)N[C@@H](CCCNC(=N)N)C(=O)NCC(=O)N[C@@H](CC1=CC=C(C=C1)O)C(=O)N[C@@H](CO)C(=O)N[C@@H](CO)C(=O)N[C@@H](CC2=CC=CC=C2)C(=O)N[C@@H](CCCNC(=N)N)C(=O)N[C@@H](CC3=CC=C(C=C3)O)C(=O)N[C@@H](CC4=CNC5=CC=CC=C54)C(=O)N[C@@H](CC6=CC=CC=C6)C(=O)N[C@@H](CC7=CC=CC=C7)C(=O)O)N The molecule is an oligopeptide composed of L-alanine, L-arginine, glycine, L-tyrosine, L-serine, L-serine, L-phenylalanine, L-arginine, L-tyrosine, L-trytophan, L-phenylalanine and L-phenylalanine joined in sequence by peptide linkages.